1-((piperidine-4-yl)amino)propan-2-ol N1CCC(CC1)NCC(C)O